CN(C)\C=N/C1=NC=CC2=C1N(C(N2[C@H]2CN(C[C@@H](C2)O)C(=O)OC(C)(C)C)=O)C2=CC=C(C=C2)OC2=CC=CC=C2 tert-butyl (3R,5R)-3-[4-[(Z)-dimethylaminomethyleneamino]-2-oxo-3-(4-phenoxyphenyl)imidazo[4,5-c]pyridin-1-yl]-5-hydroxy-piperidine-1-carboxylate